6-Cyclopropyl-N-(2-ethoxyphenyl)sulfonyl-4-(trifluoromethyl)benzofuran-2-carboxamide C1(CC1)C1=CC2=C(C=C(O2)C(=O)NS(=O)(=O)C2=C(C=CC=C2)OCC)C(=C1)C(F)(F)F